2-acetamido-beta-D-glucopyranose C(C)(=O)N[C@@]1([C@H](O)O[C@@H]([C@H]([C@@H]1O)O)CO)O